CC=1C=C(C=NC1)C=1C=NC=2CCN=CC2C1 3-(5-methylpyridin-3-yl)-7,8-dihydro-1,6-naphthyridin